(l)-N-((R)-5-cyano-1,3-dihydrospiro[indene-2,4'-piperidin]-3-yl)-2-methylpropane-2-sulfinamide C(#N)C=1C=C2[C@@H](C3(CCNCC3)CC2=CC1)NS(=O)C(C)(C)C